N[C@H]1[C@@H](C[C@@H](CC1)N(C1=C2CN(C(C2=CC=C1)=O)C1C(NC(CC1)=O)=O)CC1CC1)F 3-(4-(((1R,3R,4R)-4-amino-3-fluorocyclohexyl)(cyclopropylmethyl)amino)-1-oxoisoindolin-2-yl)piperidine-2,6-dione